ClC=1C(=C(C(=CC1)F)[C@H](C12CCC(CC1)(C2)F)NC(=O)[C@@H]2[C@@H]([C@@H]([C@H](C2)NC(OC(C)(C)C)=O)O)O)F |&1:21,22| tert-butyl ((1S,2RS,3SR,4S)-4-(((S)-(3-chloro-2,6-difluorophenyl)(4-fluorobicyclo[2.2.1]heptan-1-yl)methyl)carbamoyl)-2,3-dihydroxycyclopentyl)carbamate